ClC=1C2=C(N(C(CC1C(=O)O)=O)CC1=CC(=C(C=C1)C)F)C=CC=C2 5-chloro-1-(3-fluoro-4-methylbenzyl)-2-oxo-2,3-dihydro-1H-benzo[b]azepine-4-carboxylic acid